C(#N)C=1C=C(C=NC1)NC(O[C@@H](COC1=CC(=C2C(=N1)SC(=N2)C2=C1N=CC(=NC1=CC(=C2)C)OC)C)C)=O (R)-1-((2-(2-methoxy-7-methylquinoxalin-5-yl)-7-methylthiazolo[5,4-b]pyridin-5-yl)oxy)propan-2-yl (5-cyanopyridin-3-yl)carbamate